CC1=NN2C(C(=CC(=C2)C[C@@H]2CC[C@H](CC2)C(=O)N2OCC[C@H]2C=2C=NC=C(C2)C)C)=N1 trans-[4-[(2,8-dimethyl-[1,2,4]triazolo[1,5-a]pyridin-6-yl)methyl]cyclohexyl]-[(3S)-3-(5-methylpyridin-3-yl)-1,2-oxazolidin-2-yl]methanone